C12(CC3CC(CC(C1)C3)C2)CCCCCCCCCCCCCCCO[C@H]2[C@@H](O[C@@H]([C@H]2O)CO)N2C(NC(C=C2)=O)=O 1-((2R,3R,4R,5R)-3-((15-((3r,5r,7r)-adamantan-1-yl)pentadecyl)oxy)-4-hydroxy-5-(hydroxymethyl)tetrahydrofuran-2-yl)pyrimidine-2,4(1H,3H)-dione